(R)-(2-(1-((tert-butoxycarbonyl)(ethyl)amino)ethyl)pyridin-4-yl)boronic acid C(C)(C)(C)OC(=O)N([C@H](C)C1=NC=CC(=C1)B(O)O)CC